γ-glycidoxypropyl-triacetoxysilane C(C1CO1)OCCC[Si](OC(C)=O)(OC(C)=O)OC(C)=O